FC1=C(C=CC(=C1)F)N1N=NC(=C1)C(C)N1C=C(C2=C1N=CN=C2N)I 7-{1-[1-(2,4-difluorophenyl)-1H-1,2,3-triazol-4-yl]ethyl}-5-iodo-7H-pyrrolo[2,3-d]pyrimidin-4-amine